2,3-diisobutyl-2-cyano-butanedioic acid-1,4-di-(2-methoxyethyl) ester COCCOC(C(C(C(=O)OCCOC)CC(C)C)(C#N)CC(C)C)=O